1,3,5-tris((p-hydroxyphenyl)isopropyl)benzene OC1=CC=C(C=C1)C(C)(C)C1=CC(=CC(=C1)C(C)(C)C1=CC=C(C=C1)O)C(C)(C)C1=CC=C(C=C1)O